2-fluoro-5-(hydroxymethyl)thiophene-3-carbonitrile FC=1SC(=CC1C#N)CO